OC[C@H](C1=CC=CC=C1)NC1=CC(=NC=C1C1=NC2(CO1)CCOCC2)NC2=CC=C1C(=N2)N(NC1=O)C (S)-6-((4-((2-hydroxy-1-phenylethyl)amino)-5-(3,8-dioxa-1-azaspiro[4.5]dec-1-en-2-yl)pyridin-2-yl)amino)-1-methyl-1,2-dihydro-3H-pyrazolo[3,4-b]pyridin-3-one